FC1=CC=C(C=C1)C=1N(C(C2=CC(=CC(=C2C1)C(C)NC1=C(C(=O)O)C=CC=C1)C)=O)C1COC1 2-((1-(3-(4-fluorophenyl)-7-methyl-2-(oxetan-3-yl)-1-oxo-1,2-dihydroisoquinolin-5-yl)ethyl)amino)benzoic acid